C1(=CC=CC=C1)C1=NC(=NC(=N1)C1=CC=CC=C1)C=1C=C(C=CC1)C=1C(=C(C=C(C1)C1=CC=CC=C1)C1=CC=C(C=C1)[Si](C1=CC=CC=C1)(C1=CC=CC=C1)C1=CC=CC=C1)C1=CC=CC=C1 2,4-diphenyl-6-(5'-phenyl-3'-(4-(triphenylsilyl)phenyl)-[1,1':2',1''-terphenyl]-3-yl)-1,3,5-triazine